(Z)-4-((12-Acetoxyoctadec-9-en-1-yl)oxy)-4-oxobutanoic acid C(C)(=O)OC(C\C=C/CCCCCCCCOC(CCC(=O)O)=O)CCCCCC